N1CC(C1)N(C(OC1=CC(=C(C=C1)C1C(NC(CC1)=O)=O)F)=O)C1=CC(=C(C=C1)C)Cl 1-(4-(2,6-dioxopiperidin-3-yl)-3-fluorophenyl) azetidin-3-yl(3-chloro-4-methylphenyl)carbamate